Benzyl Ether C(C1=CC=CC=C1)OCC1=CC=CC=C1